1-(1-(4-(imidazo[1,2-a]pyridin-6-yl)benzyl)-1H-indol-5-yl)-5-methyl-1H-pyrazole-3-carboxamide N=1C=CN2C1C=CC(=C2)C2=CC=C(CN1C=CC3=CC(=CC=C13)N1N=C(C=C1C)C(=O)N)C=C2